C1(CCC1)OC1=CC=C2C(NN=C(C2=C1)CC=1C=CC(=C(C(=O)N2CC(C2)N(C2=NC=CC(=N2)C(=O)NC)C)C1)F)=O 2-((1-(5-((7-Cyclobutoxy-4-oxo-3,4-dihydrophthalazin-1-yl)methyl)-2-fluorobenzoyl)azetidin-3-yl)(methyl)amino)-N-methylpyrimidine-4-carboxamide